9-(4-chloro-2-fluoro-phenyl)-7-[(2S,4R)-2-(1,5-dimethylpyrazol-4-yl)tetrahydropyran-4-yl]-2,3-dimethyl-pyrazino[1,2-a]pyrimidin-4-one ClC1=CC(=C(C=C1)C1=NC(=CN2C1=NC(=C(C2=O)C)C)[C@H]2C[C@H](OCC2)C=2C=NN(C2C)C)F